copper zinc aluminum silicon [Si].[Al].[Zn].[Cu]